3-[5-[(3R)-3-Aminopyrrolidin-1-yl]pyrimidin-2-yl]-N-[(R)-(5-fluoro-2-hydroxy-phenyl)-(1H-indol-2-yl)methyl]-5-methyl-benzamide N[C@H]1CN(CC1)C=1C=NC(=NC1)C=1C=C(C(=O)N[C@@H](C=2NC3=CC=CC=C3C2)C2=C(C=CC(=C2)F)O)C=C(C1)C